2-(2-Ethyl-4-oxobenzo[4,5]imidazo[1,2-a]pyrimidin-10(4H)-yl)-N-(4-(trifluoromethyl)phenyl)acetamide C(C)C=1N=C2N(C(C1)=O)C1=C(N2CC(=O)NC2=CC=C(C=C2)C(F)(F)F)C=CC=C1